ClC1=C(C(=NC(=N1)SC)C(C(=O)OC)C(=O)OC)C(=O)OC 1,3-dimethyl 2-[6-chloro-5-(methoxycarbonyl)-2-(methylsulfanyl)pyrimidin-4-yl]propanedioate